3-ethyl-16-fluoro-10,19-dimethyl-20-oxa-3,9,10,11,23-pentaazapentacyclo[19.3.1.02,6.08,12.013,18]pentacosa-1(24),2(6),4,8,11,13,15,17,21(25),22-decaen-22-amine C(C)N1C=2C3=CN=C(C(OC(C4=CC(=CC=C4C4=NN(N=C4CC2C=C1)C)F)C)=C3)N